ClC1=CC=C2C=CC=NC2=C1NS(=O)(=O)C1=NC=CN=C1C N-(7-chloroquinolin-8-yl)-3-methylpyrazine-2-sulfonamide